1-(2-((1H-pyrrolo[2,3-b]pyridin-4-yl)amino)-4-(methylamino)phenyl)piperidine-3-carbonitrile N1C=CC=2C1=NC=CC2NC2=C(C=CC(=C2)NC)N2CC(CCC2)C#N